5-methyl-6-oxo-5,6-dihydro-1,5-naphthyridine-2,7-dicarbonitrile Sodium hydride [H-].[Na+].CN1C=2C=CC(=NC2C=C(C1=O)C#N)C#N